C(C1=CC=C(N)C=C1)C1=C(N)C=CC=C1 2,4'-methylenedianiline